FC1=C(C=C(C=C1)OC=1C=C2C(=CNC2=CC1F)C)C1=NN(C=C1)CC1=CN=C(S1)CCC(=O)O 3-(5-((3-(2-fluoro-5-((6-fluoro-3-methyl-1H-indol-5-yl)oxy)phenyl)-1H-pyrazol-1-yl)methyl)thiazol-2-yl)propanoic acid